BrC1=C2CCN(CC2=CC(=C1)NC=1N=NC(=C(N1)NC1=CC(=CC=C1)C(N(C)C)=O)C(=O)N)C ((5-bromo-2-methyl-1,2,3,4-tetrahydroisoquinolin-7-yl)amino)-5-((3-(dimethylcarbamoyl)phenyl)amino)-1,2,4-triazine-6-carboxamide